COC(=O)C=1N(C2=C(C(=CC(=C2C1)F)F)F)CCN[C@H](C(=O)N1C[C@]2(C[C@H]1C(N)=O)C(NC1=CC=CC=C12)=O)CC(C)C (2-(((S)-1-((3r,5'S)-5'-carbamoyl-2-oxospiro[indol-3,3'-pyrrolidin]-1'-yl)-4-methyl-1-oxopentan-2-yl)amino)ethyl)-4,6,7-trifluoro-1H-indole-2-carboxylic acid methyl ester